N-(3-(n-hexoxy)propyl)-3-(imidazolyl)propan-1-amine C(CCCCC)OCCCNCCCC=1NC=CN1